tert-butyl 4-(6-aminopyridazin-3-yl)piperidine-1-carboxylate NC1=CC=C(N=N1)C1CCN(CC1)C(=O)OC(C)(C)C